8-Bromo-1,6-naphthyridin-2(1H)-one sodium [Na].BrC=1C=NC=C2C=CC(NC12)=O